benzyl [(1S,3R,5S)-3-amino-5-(dimethylcarbamoyl)cyclohexyl]carbamate N[C@H]1C[C@H](C[C@H](C1)C(N(C)C)=O)NC(OCC1=CC=CC=C1)=O